C1(CCCCC1)CCNS(=O)(=O)C1=CC(=CC=C1)NC1=C(C=C(C=C1)OCC1=NC=CC=C1)C1CC1 N-(2-(cyclohexyl)ethyl)-3-((2-cyclopropyl-4-(pyridin-2-ylmethoxy)phenyl)amino)benzenesulfonamide